C(#N)CC(=O)O Cyanoacetic acid